N(CCO)(CCO)CCO.P(=O)(OC1=C(C=CC=C1)C)(OC1=C(C=CC=C1)C)OC1=C(C=CC=C1)C tritolyl phosphate triethanolamine salt